C1=CC=C2C=C3C(=CC2=C1)C=CC=C3C4=CC=CC5=CC6=CC=CC=C6C=C54 bianthryl